OCC1=C2C(=NN(C2=CC=C1)C1=CC=C(C=C1)S(F)(F)(F)(F)F)CNC(C=C)=O N-[[4-(hydroxymethyl)-1-[4-(pentafluoro-λ6-sulfanyl)phenyl]indazol-3-yl]methyl]prop-2-enamide